C(C)(C)(C)N1N=NC(=C1)C(=O)N[C@H]1C2=C(CN(CC1)C(=O)OC(C)(C)C)C=C(C=C2)C2=NC(=NC=C2)NC=2C=NN(C2)C([2H])([2H])[2H] tert-butyl (R)-5-(1-(tert-butyl)-1H-1,2,3-triazole-4-carboxamido)-8-(2-((1-(methyl-d3)-1H-pyrazol-4-yl)amino)pyrimidin-4-yl)-1,3,4,5-tetrahydro-2H-benzo[c]azepine-2-carboxylate